({4'-[(6S)-6-(2-methoxy-2-oxoethyl)-2,3,9-trimethyl-6H-thieno[3,2-f][1,2,4]triazolo[4,3-a][1,4]diazepin-4-yl][1,1'-biphenyl]-4-yl}amino)acetic acid trifluoroacetate FC(C(=O)O)(F)F.COC(C[C@H]1C=2N(C3=C(C(=N1)C1=CC=C(C=C1)C1=CC=C(C=C1)NCC(=O)O)C(=C(S3)C)C)C(=NN2)C)=O